tert-butyl-(6S,7S)-7-((3-(2,6-dioxopiperidin-3-yl)-1-methyl-1H-indazol-6-yl)amino)-6-methyl-2-azaspiro[3.5]nonane-2-carboxylate C(C)(C)(C)OC(=O)N1CC2(C1)C[C@@H]([C@H](CC2)NC2=CC=C1C(=NN(C1=C2)C)C2C(NC(CC2)=O)=O)C